3-[[1-[(3R,4R)-1-[(3-fluorophenyl)methyl]-3-phenyl-piperidine-4-carbonyl]-4-hydroxy-4-piperidinyl]methyl]pyrido[3,2-d]pyrimidin-4-one FC=1C=C(C=CC1)CN1C[C@H]([C@@H](CC1)C(=O)N1CCC(CC1)(O)CN1C=NC2=C(C1=O)N=CC=C2)C2=CC=CC=C2